C[C@@H]1[C@H]2CC[C@@]1([C@]3(CCC(C[C@H]3O2)C)C)C trichothecane